3-(4-hydroxy-3,5-bis(3-methyl-2-butenyl)phenyl)acrylic acid methyl ester COC(C=CC1=CC(=C(C(=C1)CC=C(C)C)O)CC=C(C)C)=O